C(C)C1=C(C(=CC=C1)CC)N1C(=NC(C(=C1O)CC1=C(C=C(C=C1)C1=C(C(=NC=C1)F)C)F)=O)C1=NN(C=C1)C 1-(2,6-diethylphenyl)-5-{[2-fluoro-4-(2-fluoro-3-methylpyridin-4-yl)phenyl]methyl}-6-hydroxy-2-(1-methyl-1H-pyrazol-3-yl)-1,4-dihydropyrimidin-4-one